(phenacyl)benzoic acid (N-benzoylaminobenzoate) C(C1=CC=CC=C1)(=O)NC1=C(C(=O)O)C=CC=C1.C(C(=O)C1=CC=CC=C1)C1=C(C(=O)O)C=CC=C1